C1(=CC=CC=C1)C(CO[SiH](OCC)OCC)C1=CC=CC=C1 diphenyl-triethoxysilane